(5-((1-ethylcyclopropyl)ethynyl)-3,4-dihydroquinolin-1(2H)-yl)-6,7-difluoro-1-methyl-[1,2,4]triazolo[4,3-a]quinazoline C(C)C1(CC1)C#CC1=C2CCCN(C2=CC=C1)C1=NC=2N(C3=CC=C(C(=C13)F)F)C(=NN2)C